FC(C1=C(C=CC(=C1)[N+](=O)[O-])P(C)C)F (2-(difluoromethyl)-4-nitrophenyl)dimethylphosphine